COCO[C@@H]1[C@@H](C[C@@H](C1)NS(=O)(=O)C1=C(C=CC=C1)[N+](=O)[O-])NC(OC(C)(C)C)=O Tert-butyl {(1R,2S,4S)-2-(methoxymethoxy)-4-[(2-nitrobenzene-1-sulfonyl)amino]cyclopentyl}carbamate